2-[2-[2-[2-[3-[[2-[4-[[5-(trifluoromethyl)-3-pyridyl]oxy]phenoxy]acetyl]amino]propoxy]-ethoxy]ethoxy]ethoxy]ethyl 4-methylbenzenesulfonate CC1=CC=C(C=C1)S(=O)(=O)OCCOCCOCCOCCOCCCNC(COC1=CC=C(C=C1)OC=1C=NC=C(C1)C(F)(F)F)=O